C(C=C)(=O)NC(C(C)C)S(=O)(=O)O acrylamido-2,2-dimethylethanesulfonic acid